(2-hydroxy-4-(octyloxy)phenyl)(phenyl)methanone OC1=C(C=CC(=C1)OCCCCCCCC)C(=O)C1=CC=CC=C1